C(C1=CC=CC=C1)OC[C@H]1[C@@](C1)(C(=O)OCC)C(F)(F)F |r| ethyl rac-(1S,2R)-2-((benzyloxy)methyl)-1-(trifluoromethyl)cyclopropane-1-carboxylate